(S)-1-(4-(4-amino-7-methyl-5-(4-(pyrrolidine-1-carbonyl)phenyl)-7H-pyrrolo[2,3-d]pyrimidin-6-yl)-2-methyl-2,5-dihydro-1H-pyrrol-1-yl)-2-methylprop-2-en-1-one NC=1C2=C(N=CN1)N(C(=C2C2=CC=C(C=C2)C(=O)N2CCCC2)C2=C[C@@H](N(C2)C(C(=C)C)=O)C)C